2-isopropyl-1H-benzoimidazole-4-carboxylic acid {1-[1-(furan-2-carbonyl)-piperidin-4-ylmethyl]piperidin-4-ylmethyl}amide O1C(=CC=C1)C(=O)N1CCC(CC1)CN1CCC(CC1)CNC(=O)C1=CC=CC=2NC(=NC21)C(C)C